3-Cyclooctylaminopropan C1(CCCCCCC1)NCCC